O1COC2=C1C=CC(=C2)CC2=CC=1C(=NOC1C(=O)O)C=C2 5-(benzo[d][1,3]dioxol-5-ylmethyl)benzo[c]isoxazole-3-carboxylic acid